4-[2-(2-cyano-2-methyl-propyl)-1-(4-fluorophenyl)-4-hydroxy-indol-3-yl]benzoic acid C(#N)C(CC=1N(C2=CC=CC(=C2C1C1=CC=C(C(=O)O)C=C1)O)C1=CC=C(C=C1)F)(C)C